ClC1=C(C=C2C=C(N=CC2=C1)NC(=O)[C@@H]1C[C@]12COCC2)N2CCN(CC2)[C@]2(COC[C@H]2O)C (1R,3R)-N-(7-chloro-6-(4-((3S,4S)-4-hydroxy-3-methyltetrahydrofuran-3-yl)piperazin-1-yl)isoquinolin-3-yl)-5-oxaspiro[2.4]heptane-1-carboxamide